2-(2'-chloro-[1,1'-biphenyl]-3-yl)-4,6-diphenyl-1,3,5-triazine ClC1=C(C=CC=C1)C1=CC(=CC=C1)C1=NC(=NC(=N1)C1=CC=CC=C1)C1=CC=CC=C1